C(C(C)C)C1=C(C(=CC=C1)CC(C)C)O 2,6-diisobutyl-phenol